N=1N=CN2C1C(CCC2)O 5,6,7,8-tetrahydro-[1,2,4]triazolo[4,3-a]pyridin-8-ol